FC=1C=C(C=C(C1F)N1N=CC(=C1)C)[C@H]1[C@@H](C1)C=1C=NC(=NC1)C1=NC=CC=N1 trans-5-(2-(3,4-difluoro-5-(4-methyl-1H-pyrazol-1-yl)phenyl)cyclopropyl)-2,2'-bipyrimidine